OC1=CC=C(C=C1)C1=NC2=CC=C3C(=C2C=2CCC(CC12)N1C(C2=CC=CC=C2C1=O)=O)C=CN3 2-(7-(4-hydroxyphenyl)-8,9,10,11-tetrahydro-3H-pyrrolo[3,2-a]phenanthridin-9-yl)isoindoline-1,3-dione